trimethyl-[2-[[4-(1-piperidinyl)-3-(2-tetrahydropyran-2-ylpyrazol-3-yl)pyrrolo[2,3-b]pyridin-1-yl]methoxy]ethyl]silane C[Si](CCOCN1C=C(C=2C1=NC=CC2N2CCCCC2)C=2N(N=CC2)C2OCCCC2)(C)C